FC(C1=NN=C(O1)C=1C(=NC(=NC1)NC1=CC(=C(C(=O)N(C)C)C=C1)C)N[C@H](CO)C1=CC=CC=C1)F 4-[[5-[5-(difluoromethyl)-1,3,4-oxadiazol-2-yl]-4-[[(1S)-2-hydroxy-1-phenyl-ethyl]amino]pyrimidin-2-yl]amino]-N,N,2-trimethyl-benzamide